1-Methyl-5-oxopyrrolidin-3-yl(8-amino-6-(8-ethyl-2,3-dihydro-1H-pyrido[2,3-b][1,4]oxazin-7-yl)-7-fluoroisoquinolin-3-yl)carbamate CN1CC(CC1=O)N(C([O-])=O)C=1N=CC2=C(C(=C(C=C2C1)C1=C(C2=C(OCCN2)N=C1)CC)F)N